1-Benzyl-N-(1-methyl-2-oxo-2,3,4,5,8,9,10,11-octahydro-1H-[1,3]diazepino[1,2-b]indazol-3-yl)-1H-1,2,4-triazol-3-carboxamid C(C1=CC=CC=C1)N1N=C(N=C1)C(=O)NC1C(N(C=2N(N=C3CCCCC23)CC1)C)=O